1,1'-bis(di-tert-butylphosphino)-ferrocene C(C)(C)(C)P([C-]1C=CC=C1)C(C)(C)C.[C-]1(C=CC=C1)P(C(C)(C)C)C(C)(C)C.[Fe+2]